L-isoleucylamine N[C@@H]([C@@H](C)CC)C(=O)N